BrC=1C=CC(=NC1)N([C@@H](C)C=1C=NC(=CC1)N1N=CC(=C1)C)C (S)-5-bromo-N-methyl-N-(1-(6-(4-methyl-1H-pyrazol-1-yl)pyridin-3-yl)ethyl)pyridin-2-amine